C(C)(C)(C)OC(=O)N(C(C(C)N1C[C@@H](C(CC1)(F)F)C1=CC=[N+](C=C1)[O-])=O)C=1N=C(OC1)CC1=CC(=CC(=C1)F)F 4-((3S)-1-(1-((tert-butoxycarbonyl)(2-(3,5-difluorobenzyl)oxazol-4-yl)amino)-1-oxopropan-2-yl)-4,4-difluoropiperidin-3-yl)pyridine 1-oxide